2-methoxycyclohexyl dihydrogen phosphate P(=O)(OC1C(CCCC1)OC)(O)O